BrC=1C(=NC(=NC1)NC1=C(C=C(C(=C1)OC)N1CC2C(C1)CC(C2)N(C)C)C)NC2=C(C=C(C=C2)F)C(C)(C)O 2-(2-((5-Bromo-2-((4-(5-(dimethylamino)hexahydrocyclopenta[c]pyrrol-2(1H)-yl)-5-methoxy-2-Methylphenyl)amino)pyrimidin-4-yl)amino)-5-fluorophenyl)propan-2-ol